2-methoxy-3-bromo-6-methylpyridine nitrogen [N].COC1=NC(=CC=C1Br)C